C1(CC1)C1=C(C(=NO1)C1=C(C=CC=C1Cl)Cl)CO[C@@H]1[C@H]2[C@@H](N([C@@H](C1)C2)C=2C=CC(=NC2)C(=O)O)C 5-[(1R,3S,4R,5S)-5-[[5-cyclopropyl-3-(2,6-dichlorophenyl)-1,2-oxazol-4-yl]methoxy]-3-methyl-2-azabicyclo[2.2.1]heptan-2-yl]pyridine-2-carboxylic acid